C(CCCCCCC)(=O)O.COC(=C(C(=O)OCC(O)CO)OC)C1=CC=CC=C1 glyceryl dimethoxycinnamate caprylate